6-(2-ethoxy)pyridin CCOC1=CC=CC=N1